2-chloro-4-(N-methylpiperazin-1-yl)phenylboronic acid B(C1=C(C=C(C=C1)N2CCN(CC2)C)Cl)(O)O